ClC=1C(=CC(=C(C1)S(=O)(=O)N(C=1SC=CN1)CC1=C(C=C(C=C1)OC)OC)F)N[C@@H](C)C1=CC=CC2=CC=CC=C12 (S)-5-chloro-N-(2,4-dimethoxybenzyl)-2-fluoro-4-((1-(naphthalen-1-yl)ethyl)amino)-N-(thiazol-2-yl)benzenesulfonamide